Cl.Cl.C(C)(C)N1CCN(CC1)[C@@H]1[C@@H](NCC1)C 1-Isopropyl-4-((2S,3S)-2-methylpyrrolidin-3-yl)piperazine dihydrochloride